NC(C)C1(CCN(CC1)C=1C(=NC(=CN1)SC1=C(C=2N(C=C1)C=CN2)Cl)CO)C (3-(4-(1-aminoethyl)-4-methylpiperidin-1-yl)-6-((8-chloroimidazo[1,2-a]pyridin-7-yl)thio)pyrazin-2-yl)methanol